NC(C(CN(C)C)NC(=O)C1=C(OC2=C1C=C(C=C2)OCC2=C(N=CS2)C)C)=O N-(1-amino-3-(dimethylamino)-1-oxopropan-2-yl)-2-methyl-5-((4-methylthiazol-5-yl)methoxy)benzofuran-3-carboxamide